Secondary octanone C(C)(CCCCCC)=O